methyl 4-[[5-fluoro-4-[4-[(2-fluorobenzoyl) amino]anilino]pyrimidin-2-yl]amino]benzoate FC=1C(=NC(=NC1)NC1=CC=C(C(=O)OC)C=C1)NC1=CC=C(C=C1)NC(C1=C(C=CC=C1)F)=O